N(=N)C(=O)[O-] diazene-1-carboxylate